4-{[5-(3-Chlorophenyl)-6-methoxypyridin-3-yl]methyl}pyridin ClC=1C=C(C=CC1)C=1C=C(C=NC1OC)CC1=CC=NC=C1